ClC1=C(C=CC=C1)NC(=O)C1C(NCCC1C1=CC=C(C=C1)C(F)(F)F)=O N-(2-chlorophenyl)-2-oxo-4-[4-(trifluoromethyl)phenyl]-3-piperidinecarboxamide